C(=C)[Si](O[Si](C)(C)C)(C)C vinylpentamethyl-disiloxane